C(#N)[C@H](CC1=CC=C(C=C1)C=1C=CC2=C(N(C(O2)=O)C)C1)NC(=O)[C@H]1OC2(CC2)CNC1 (S)-N-((S)-1-cyano-2-(4-(3-methyl-2-oxo-2,3-dihydrobenzo[d]oxazol-5-yl)phenyl)ethyl)-4-oxa-7-azaspiro[2.5]octane-5-carboxamide